1-(2-(dimethylamino)ethyl)-N-(4-(1-methyl-1H-indol-3-yl)-5-nitropyrimidine-2-yl)-1H-indole-5-amine CN(CCN1C=CC2=CC(=CC=C12)NC1=NC=C(C(=N1)C1=CN(C2=CC=CC=C12)C)[N+](=O)[O-])C